(3-bromopropyloxy)benzaldehyde BrCCCOC1=C(C=O)C=CC=C1